C(CC)[Si](OCCC)(OCCC)C1=CC=CC=C1 propyl-(phenyl)dipropoxysilane